(2S)-1-[(2S,3S)-2-(tert-butoxycarbonylamino)-3-methyl-pentanoyl]-4,4-dimethyl-pyrrolidine-2-carboxylic acid C(C)(C)(C)OC(=O)N[C@H](C(=O)N1[C@@H](CC(C1)(C)C)C(=O)O)[C@H](CC)C